4-(2,5-diaminophenyl)-benzaldehyde NC1=C(C=C(C=C1)N)C1=CC=C(C=O)C=C1